O=C1N(CCCC1)CCNC(=O)CSCC(=O)O 2-((2-(2-oxopiperidin-1-yl)ethylcarbamoyl)methylthio)acetic acid